bistrimethylolpropane tetraacrylate C(C=C)(=O)O.C(C=C)(=O)O.C(C=C)(=O)O.C(C=C)(=O)O.C(O)C(CC)(CO)CO.C(O)C(CC)(CO)CO